4-chloro-6-methyl-1-oxo-5,6,7,8-tetrahydro-1λ5-quinoline ClC1=CC=N(C=2CCC(CC12)C)=O